C(C)(C)(C)OC(=O)N1CC(C(CC1)CC(=O)O)(F)F 2-(1-(tert-butyloxycarbonyl)-3,3-difluoropiperidin-4-yl)acetic acid